(4,7-dichloro-6-(4-(4-(2-hydroxyethyl)piperazin-1-yl)phenyl)-2H-indazol-2-yl)-2-((R)-6-fluoro-6,7-dihydro-5H-pyrrolo[1,2-c]imidazol-1-yl)-N-(thiazol-2-yl)acetamide ClC=1C2=CN(N=C2C(=C(C1)C1=CC=C(C=C1)N1CCN(CC1)CCO)Cl)C(C(=O)NC=1SC=CN1)C1=C2N(C=N1)C[C@@H](C2)F